1-(4-trifluoromethyl-phenyl)-2,3,4,9-tetrahydro-1H-β-carboline FC(C1=CC=C(C=C1)C1NCCC=2C3=CC=CC=C3NC12)(F)F